1-bromo-3,4,5-trifluorophenylbenzene BrC1(CC(=C(C(=C1)F)F)F)C1=CC=CC=C1